2-(3-bromo-5-fluorobenzoyl)cyclopentan-1-one tert-butyl-N-methyl-N-[1-(1,2-oxazol-5-yl)cyclopropyl]carbamate C(C)(C)(C)OC(N(C1(CC1)C1=CC=NO1)C)=O.BrC=1C=C(C(=O)C2C(CCC2)=O)C=C(C1)F